C1=C(C=CC2=CC=CC=C12)CC1=NOC(=N1)CC(C(=O)OC(C)(C)C)=C tert-butyl 2-((3-(naphthalen-2-ylmethyl)-1,2,4-oxadiazol-5-yl)methyl)acrylate